ClC=1C(=C(C#N)C=C(C1)C(C)(C1=CC=C(C=C1)OCC1=NC(=NC=C1)SC)C)OCCC(CCOC=1C=C2C=NN(C(C2=CC1)=O)C1C(NC(CC1)=O)=O)(F)F 3-chloro-2-[5-[2-(2,6-dioxo-3-piperidyl)-1-oxo-phthalazin-6-yl]oxy-3,3-difluoro-pentoxy]-5-[1-methyl-1-[4-[(2-methylsulfanylpyrimidin-4-yl)methoxy]phenyl]ethyl]benzonitrile